3-hydroxybutenoyl-CoA OC(=CC(=O)SCCNC(CCNC([C@@H](C(COP(OP(OC[C@@H]1[C@H]([C@H]([C@@H](O1)N1C=NC=2C(N)=NC=NC12)O)OP(=O)(O)O)(=O)O)(=O)O)(C)C)O)=O)=O)C